1-(benzofuran-7-ylmethyl)-2-oxo-2,3-dihydro-1H-thieno[2,3-b][1,4]thiazine-6-carboxylic acid O1C=CC2=C1C(=CC=C2)CN2C1=C(SCC2=O)SC(=C1)C(=O)O